COC1CC(OCC1)COC1=CC=C(C=C1)B1OC(C(O1)(C)C)(C)C 4-((4-methoxytetrahydro-2H-pyran-2-yl)methoxy)phenyl-4,4,5,5-tetramethyl-1,3,2-dioxaborolane